(R)-5-(3-((1-(ethyl-d5)piperidin-3-yl)amino)-5-methyl-1,2,4-triazine-6-yl)benzothiophene-4-ol C(C([2H])([2H])[2H])(N1C[C@@H](CCC1)NC=1N=NC(=C(N1)C)C1=CC=C2C(C=CS2)=C1O)([2H])[2H]